ClC=1C=C2C=NN(C2=CC1N1CC2C(C(C1)C2)(O)C=2C=NC=CC2)C=2C=NN(C2)C2CC2 3-[5-chloro-1-(1-cyclopropylpyrazol-4-yl)indazol-6-yl]-6-(3-pyridyl)-3-azabicyclo[3.1.1]heptan-6-ol